N-[3-methyl-1-[5-methyl-2-[(5-methyl-1H-pyrazol-3-yl)amino]pyrimidin-4-yl]indol-5-yl]prop-2-enamide CC1=CN(C2=CC=C(C=C12)NC(C=C)=O)C1=NC(=NC=C1C)NC1=NNC(=C1)C